2-(4-cyclopropyl-6-methoxy-pyrimidin-5-yl)-4-[[4-[1-cyclopropyl-4-(trifluoromethyl)imidazol-2-yl]phenyl]methoxy]-7-methyl-pyrrolo[2,3-d]pyrimidine C1(CC1)C1=NC=NC(=C1C=1N=C(C2=C(N1)N(C=C2)C)OCC2=CC=C(C=C2)C=2N(C=C(N2)C(F)(F)F)C2CC2)OC